1-(2-fluoro-1-methylcyclopropyl)-4-methoxybenzene FC1C(C1)(C)C1=CC=C(C=C1)OC